CC(C(CC)O)O pentan-2,3-diol